4-(butylamino)-6-(4-(hydroxymethyl)benzyl)-2-(methylthio)-6,7-dihydro-5H-pyrrolo[3,4-d]pyrimidin-5-one C(CCC)NC=1C2=C(N=C(N1)SC)CN(C2=O)CC2=CC=C(C=C2)CO